C(C)(C)OC([C@@](CC(C)(C)C)(C1=C(C=C(C=C1)C1=NN=CN1C(F)F)F)N)=O (R)-2-amino-2-(4-(4-(difluoromethyl)-4H-1,2,4-triazol-3-yl)-2-fluorophenyl)-4,4-dimethylpentanoic acid isopropyl ester